di(para-trimethylsilylphenyl)methylene(2,7-di-tertbutylfluorenyl)(cyclopentadienyl)hafnium C[Si](C1=CC=C(C=C1)C(=[Hf](C1C=CC=C1)C1=C(C=CC=2C3=CC=C(C=C3CC12)C(C)(C)C)C(C)(C)C)C1=CC=C(C=C1)[Si](C)(C)C)(C)C